1-(5-bromo-1,3,4-thiadiazol-2-yl)cyclopropanecarbonitrile BrC1=NN=C(S1)C1(CC1)C#N